2-methoxy-5-(5-hydroxy-7-methoxy-4-oxo-4H-chromen-2-yl)phenolate COC1=C(C=C(C=C1)C=1OC2=CC(=CC(=C2C(C1)=O)O)OC)[O-]